C(C)(=O)N1C(N(CC1)C1=CC(=C(N=N1)C(=O)NC([2H])([2H])[2H])NC1=C(C(=CC=C1)C1=NN(C=N1)C)OC)=O 6-(3-acetyl-2-oxo-imidazolidin-1-yl)-4-[2-methoxy-3-(1-methyl-1,2,4-triazol-3-yl)anilino]-N-(trideuteriomethyl)pyridazine-3-carboxamide